methyl-4-phenyl-1,3-dioxolane CC1OCC(O1)C1=CC=CC=C1